(2R,4r,6S)-tert-butyl 4-(2-((trans)-4-((1-methoxy-2-methyl-1-oxopropan-2-yl) amino) cyclohexyl) ethoxy)-2,6-dimethylpiperidin-1-carboxylate COC(C(C)(C)N[C@@H]1CC[C@H](CC1)CCOC1C[C@H](N([C@H](C1)C)C(=O)OC(C)(C)C)C)=O